ClC=1C=CC(=C(C1)C1=CC(=C(N=N1)SC1(C(OCC1)=O)C)NC1=CC(=NC=C1)NC(CCN1CCN(CC1)C)=O)F N-(4-{[6-(5-chloro-2-fluoro-phenyl)-3-[(3-methyl-2-oxo-oxolan-3-yl)sulfanyl]pyridazin-4-yl]amino}pyridin-2-yl)-3-(4-methylpiperazin-1-yl)propan-amide